C(=O)(O)C1CCC(CC1)CN1[C@H]([C@]2([C@@H](C1C(=O)NC1(C(=O)O)CC(=CC=C1)OC)C1=C(C(=CC=C1)Cl)F)CNC1=CC(=CC=C12)Cl)CC(C)(C)C (2'S,3S,4'R)-1-((((1r,4S)-4-carboxycyclohexyl)methyl)-6-chloro-4'-(3-chloro-2-fluorophenyl)-2'-neopentyl-spiro[indoline-3,3'-pyrrolidine]-5'-carboxamido)-3-methoxybenzoic acid